BrC=1C=C(C=CC1)CC(=O)OC(C)(C)C tert-butyl 2-(3-bromophenyl)acetate